FC=1C=C(CC2=NOC(=N2)N)C=C(C1)F 3-(3,5-difluorobenzyl)-1,2,4-oxadiazol-5-amine